ClC1=CC(=C(CN2CCN(CC2)C(=O)OC(C(F)(F)F)C(F)(F)F)C=C1)N1CCC2(CCN(C2)S(=O)(=O)C)CC1 1,1,1,3,3,3-Hexafluoropropan-2-yl 4-(4-chloro-2-(2-(methylsulfonyl)-2,8-diazaspiro[4.5]decan-8-yl)benzyl)piperazine-1-carboxylate